IC1=C(OC2=CC(=C(C=C2)O)C(=C)C)C(=CC(=C1)[N+](=O)[O-])I 4-(2,6-Diiodo-4-nitrophenoxy)-2-(isopropenyl)phenol